FC(C1=NN=C(O1)C=1C=CC(=NC1)CN1N=NC(=C1)C=1C=C(C=CC1)N(C(C(C)(C)C)=O)C)F N-(3-(1-((5-(5-(difluoromethyl)-1,3,4-oxadiazol-2-yl)pyridin-2-yl)methyl)-1H-1,2,3-triazol-4-yl)phenyl)-N-methylpivalamide